2,2-bis(4-hydroxyphenyl)benzene OC1=CC=C(C=C1)C1(CC=CC=C1)C1=CC=C(C=C1)O